C(C(=C)C)(=O)OCCC[Si](C)(OC)OC [γ-(methacryloyloxy)propyl]dimethoxy-methylsilane